4-({2-[2-(2,6-Dioxopiperidin-3-yl)-1-oxo-2,3-dihydro-1H-isoindol-5-yl]pyridin-4-yl}methyl)-1λ6-thiomorpholine-1,1-dione O=C1NC(CCC1N1C(C2=CC=C(C=C2C1)C1=NC=CC(=C1)CN1CCS(CC1)(=O)=O)=O)=O